ClC=1C=C(CO[C@@H]2CC[C@H](CC2)C(=O)O)C=C(C1)F trans-4-[(3-chloro-5-fluorobenzyl)oxy]cyclohexane-1-carboxylic acid